C(#N)C1=C(N=C(C=2CCN(CC12)C1=CC=CC2=CC=CC=C12)N1CCN(CC1)C(=O)OC(C)(C)C)N1CCS(CC1)(=O)=O Tert-butyl 4-(4-cyano-3-(1,1-dioxidothiomorpholino)-6-(naphthalen-1-yl)-5,6,7,8-tetrahydro-2,6-naphthyridin-1-yl)piperazine-1-carboxylate